1-trifluoromethyl-3,5-diaminobenzene FC(C1=CC(=CC(=C1)N)N)(F)F